1,3-Dichloro-1,1,3,3-tetramethyldisiloxane Cl[Si](O[Si](C)(C)Cl)(C)C